COC(C(C)(C)C1CCN(CC1)C1=NC(=NC=C1)N)=O 2-(1-(2-Aminopyrimidin-4-yl)piperidin-4-yl)-2-methylpropanoic acid methyl ester